FC1=C(CN2C(N([C@H](C3=CC=C(C=C23)C(=O)NCC2=C(C=C(C=C2F)F)F)C)C)=O)C(=CC=C1CO)F (S)-1-(2,6-difluoro-3-(hydroxymethyl)benzyl)-3,4-dimethyl-2-oxo-N-(2,4,6-trifluorobenzyl)-1,2,3,4-tetrahydroquinazoline-7-carboxamide